methyl-1-(7-(3,4-dichlorophenyl)-6,7-dihydro-4H-thieno[3,2-c]pyran-4-yl)methylamine CNCC1OCC(C2=C1C=CS2)C2=CC(=C(C=C2)Cl)Cl